1-benzothiopyran-7-carboxylic acid S1CC=CC2=C1C=C(C=C2)C(=O)O